CC1(CCC2=CC=C(C=C12)CCC=O)C 3-(3,3-Dimethyl-2,3-dihydro-1H-inden-5-yl)propanal